21-Chloro-6,9-difluoro-11-hydroxy-16-methyl-17-(1-oxopropoxy)pregna-1,4-diene-3,20-dione ClCC([C@]1(C(C[C@H]2[C@@H]3CC(C4=CC(C=C[C@]4(C)[C@]3(C(C[C@]12C)O)F)=O)F)C)OC(CC)=O)=O